CC=1C(=C(C=CC1)C=1CCCC2=C(C1C1=CC=C(C=C1)C=C1CN(C1)CCC(F)(F)F)C=CC=C2)C(F)(F)F 8-(3-Methyl-2-(trifluoromethyl)phenyl)-9-(4-((1-(3,3,3-trifluoropropyl)azetidin-3-yliden)methyl)phenyl)-6,7-dihydro-5H-benzo[7]annulen